tert-butyl (3S,4R)-3-fluoro-4-{[2-(3-{[2-methoxy-5-(methylcarbamoyl)phenyl]amino}prop-1-yn-1-yl)-3-[(trifluoromethyl)sulfanyl]indolizin-8-yl]amino}piperidine-1-carboxylate F[C@H]1CN(CC[C@H]1NC1=CC=CN2C(=C(C=C12)C#CCNC1=C(C=CC(=C1)C(NC)=O)OC)SC(F)(F)F)C(=O)OC(C)(C)C